tri(dimethyl-vinyl-silane) phosphate P(=O)(O)(O)O.C[SiH](C=C)C.C[SiH](C=C)C.C[SiH](C=C)C